ClC1=C(C=CC=C1)C1=C(C=NC2=CC=NC=C12)NC(=O)NC1=C(C=C(C=C1)F)F N-(4-(2-chlorophenyl)-1,6-naphthyridin-3-yl)-N'-(2,4-difluorophenyl)urea